1-(4-((4-((3-chloro-4-(pyridin-2-ylmethoxy)phenyl)amino)-7-(2-morpholinoethoxy)quinazolin-6-yl)amino)piperidin-1-yl)prop-2-en-1-one ClC=1C=C(C=CC1OCC1=NC=CC=C1)NC1=NC=NC2=CC(=C(C=C12)NC1CCN(CC1)C(C=C)=O)OCCN1CCOCC1